CN1CC(N(C2=C(C=CC=C12)C)S(=O)(=O)C1=C(C=C(C=C1)C=1C=NN(C1)C)C)(C)C 1,3,3,5-tetramethyl-4-[2-methyl-4-(1-methylpyrazol-4-yl)phenyl]sulfonyl-2H-quinoxaline